BrCCCCCCCCOC1=C(C=C(C(=C1)OC)CN1CCOCC1)C(C)=O 1-(2-(8-bromooctyloxy)-4-methoxy-5-morpholinomethylphenyl)ethan-1-one